4-bromo-N,N-diphenylamine BrC1=CC=C(C=C1)NC1=CC=CC=C1